3-Chloro-2'-(2-(2-hydroxypropan-2-yl-1,1,1,3,3,3-d6)pyrimidin-4-yl)-5',6-dimethyl-4-((1-methyl-1H-pyrazol-3-yl)methoxy)-2H-[1,4'-bipyridin]-2-one ClC=1C(N(C(=CC1OCC1=NN(C=C1)C)C)C1=CC(=NC=C1C)C1=NC(=NC=C1)C(C([2H])([2H])[2H])(C([2H])([2H])[2H])O)=O